ClC=1C=CN(N1)C 5-chloro-2-methyl-pyrazol